C(C)(C)(C)OC(=O)N1CCN(CC1)C1=CC=C(C=C1)C=1C=C(C2=CN(N=C2C1Cl)[C@@H](C(=O)OCC)C1=C2N(C=N1)CCC2)Cl |r| 4-[4-[4,7-dichloro-2-[(1RS)-1-(6,7-dihydro-5H-pyrrolo[1,2-c]imidazol-1-yl)-2-ethoxy-2-oxo-ethyl]indazol-6-yl]phenyl]piperazine-1-carboxylic acid tert-butyl ester